C1(CC1)C=1N=NN(C1)[C@H](C(=O)N1[C@@H](C[C@H](C1)O)C(=O)NCC1=NC(=CC=C1)C(C)(F)F)C(C)(C)C (2S,4r)-1-[(2S)-2-(4-cyclopropyl-triazol-1-yl)-3,3-dimethyl-butyryl]-N-[[6-(1,1-difluoroethyl)-2-pyridinyl]methyl]-4-hydroxy-pyrrolidine-2-carboxamide